4,5-dihydro-2-[[3-(triethoxysilyl)propyl]thio]-1H-imidazolium C(C)O[Si](CCCSC=1NCC[NH+]1)(OCC)OCC